C(C)(C)C1=C(C=CC=C1)[C@H]1N(CCN(C1)CC1=CC(=C(C=C1)NC)OC)C1CC2(CN(C2)C2=CC=C(C(=O)N)C=C2)C1 4-(6-((R)-2-(2-isopropylphenyl)-4-(3-methoxy-4-(methylamino)benzyl)piperazin-1-yl)-2-azaspiro[3.3]heptan-2-yl)benzamide